7-cyclobutoxy-2-(1-methyl-2-oxabicyclo[2.1.1]hexan-4-yl)-N-(1-((1R,2S)-2-methylcyclopropyl)-2-oxo-1,2-dihydropyridin-3-yl)imidazo[1,2-a]pyrimidine-6-carboxamide trifluoroacetate FC(C(=O)O)(F)F.C1(CCC1)OC1=NC=2N(C=C1C(=O)NC=1C(N(C=CC1)[C@H]1[C@H](C1)C)=O)C=C(N2)C21COC(C2)(C1)C